6-(3-hydroxy-3-methylazetidin-1-yl)pyrazolo[1,5-a]pyridine-3-carbonitrile OC1(CN(C1)C=1C=CC=2N(C1)N=CC2C#N)C